C(C1=CC=CC=C1)N1CCC(CC1)CCNC(=O)N1C[C@H](N(CC1)C1=CC(=C(C=C1)OC(F)(F)F)F)C (3R)-N-[2-(1-benzylpiperidin-4-yl)ethyl]-4-[3-fluoro-4-(trifluoromethoxy)phenyl]-3-methylpiperazine-1-carboxamide